9-(1-methyl-1H-pyrazol-4-yl)benzo[H][1,6]naphthyridin-2(1H)-one CN1N=CC(=C1)C1=CC=2C(=NC=C3C=CC(NC23)=O)C=C1